[(3S)-3-(5-methylpyridin-3-yl)-1,2-oxazolidin-2-yl]methanone CC=1C=C(C=NC1)[C@H]1N(OCC1)C=O